2,3,4,5,6-pentafluoro-N-(4-phenoxyphenyl)benzenesulfonamide FC1=C(C(=C(C(=C1F)F)F)F)S(=O)(=O)NC1=CC=C(C=C1)OC1=CC=CC=C1